BrC=1C=C(C(=C(C(=O)OC)C1)F)F methyl 5-bromo-2,3-difluorobenzoate